N-((1R,2R)-2-aminocyclohexyl)isonicotinamide N[C@H]1[C@@H](CCCC1)NC(C1=CC=NC=C1)=O